CO[C@H](C)C1=C2C(=NC=C1N)SC(=N2)C (R)-7-(1-methoxyethyl)-2-methylthiazolo[5,4-b]pyridin-6-amine